tert-Butyl 6-(ethoxymethyl)-2-formyl-9,9-dimethylacridine-10(9H)-carboxylate {tert-butyl 6-(ethoxymethyl)-2-formyl-9,9-dimethylacridine-10(9H)-carboxylate} C(C)(C)(C)C1=C(C=CC=2N(C3=CC(=CC=C3C(C12)(C)C)COCC)C(=O)O)C=O.C(C)OCC=1C=C2N(C=3C=CC(=CC3C(C2=CC1)(C)C)C=O)C(=O)OC(C)(C)C